N-[5-[3-(4,4,5,5-tetramethyl-1,3,2-dioxaborolan-2-yl)phenyl]imidazo[1,2-a]pyridin-2-yl]cyclopropanecarboxamide CC1(OB(OC1(C)C)C=1C=C(C=CC1)C1=CC=CC=2N1C=C(N2)NC(=O)C2CC2)C